3-{3-[2-(2,4-Diamino-6-ethylpyrimidin-5-yloxy)ethoxy]phenyl}-N-hydroxyacrylamide NC1=NC(=C(C(=N1)N)OCCOC=1C=C(C=CC1)C=CC(=O)NO)CC